C(C)OC(C(C(=O)OCC)(CO)CO)=O 2,2-dimethylolmalonic acid-1,3-diethyl ester